CC12OC(C(CC1)CC2)(C)C 1,3,3-trimethyl-2-oxabicyclo[2.2.2]Octane